trifluoro-heptanoic acid FC(CCCCCC(=O)O)(F)F